BrC(C(=O)O)C1CCN(CC1)C(=O)OC(C)(C)C 2-bromo-2-(1-(tert-butoxycarbonyl)piperidin-4-yl)acetic acid